C(C)(C)(C)OC(=O)NC1CCCC1 3-((tert-butoxycarbonyl)amino)cyclopentane